ClC1=C(C(=C(C=C1OC)OC)Cl)C1=CC2=C(N=C(N=C2)N[C@H]2[C@H](CN(C2)C=2C=NN(C2)C)NC(C=C)=O)C(=N1)NC1COC1 N-((3S,4R)-4-((6-(2,6-dichloro-3,5-dimethoxyphenyl)-8-(oxetan-3-yl-amino)pyrido[3,4-d]pyrimidin-2-yl)amino)-1-(1-methyl-1H-pyrazol-4-yl)pyrrolidin-3-yl)acrylamide